BrC=1C=C(C=CC1)C(C(=O)N(NC)C(=S)N)(O)C1CCC1 2-(2-(3-bromophenyl)-2-cyclobutyl-2-hydroxyacetyl)-N-methylthiosemicarbazide